4-methylquinazoline CC1=NC=NC2=CC=CC=C12